(2S)-2-amino-3-[4-(4-hydroxy-3-iodo-phenoxy)-3,5-diiodo-phenyl]Propionic acid N[C@H](C(=O)O)CC1=CC(=C(C(=C1)I)OC1=CC(=C(C=C1)O)I)I